COCCOC([C@H](F)ON1[C@@H]2C=C([C@H](N(C1=O)C2)C(N)=O)C)=O (2S)-{[(2S,5R)-2-carbamoyl-3-methyl-7-oxo-1,6-diazabicyclo[3.2.1]oct-3-en-6-yl]oxy}(fluoro)acetic acid 2-methoxyethyl ester